N-(1-(4-(trimethylsilyl)benzyl)-1H-indol-5-yl)acrylamide C[Si](C1=CC=C(CN2C=CC3=CC(=CC=C23)NC(C=C)=O)C=C1)(C)C